C(#N)C1=CC(=NC=N1)N1CC2(CC2)C(CC1)C(=O)Cl 5-(6-Cyanopyrimidin-4-yl)-5-azaspiro[2.5]octane-8-carbonyl chloride